1-(2-(4-((imidazo[4,5-b]pyridin-6-ylamino)methyl)-phenoxy)ethyl)guanidine N1C=NC2=NC=C(C=C21)NCC2=CC=C(OCCNC(=N)N)C=C2